N-(2-((5-cyano-4-((5-fluoro-2-isopropoxyphenyl)amino)pyrimidin-2-yl)amino)-5-(4-ethylpiperazin-1-yl)phenyl)acrylamide disuccinimidyltartrate C1(CCC(N1C(C(C(=O)O)(O)N1C(CCC1=O)=O)(O)C(=O)O)=O)=O.C(#N)C=1C(=NC(=NC1)NC1=C(C=C(C=C1)N1CCN(CC1)CC)NC(C=C)=O)NC1=C(C=CC(=C1)F)OC(C)C